FC=1C=C(C=C(C1)F)[C@@H]1CCCC=2N1C(N(N2)C2=CC=C(C=C2)F)=O (S)-5-(3,5-difluorophenyl)-2-(4-fluorophenyl)-5,6,7,8-tetrahydro-[1,2,4]triazolo[4,3-a]pyridin-3(2H)-one